6-chloro-9-ethyl-9H-carbazole ClC=1C=C2C=3C=CC=CC3N(C2=CC1)CC